COC1=CC(=CC2=C1OCCO2)CN2C=NC=1C2=NC=C(C1)C=1C=NN(C1)C1CCNCC1 3-((8-methoxy-2,3-dihydrobenzo[b][1,4]dioxin-6-yl)methyl)-6-(1-(piperidin-4-yl)-1H-pyrazol-4-yl)-3H-imidazo[4,5-b]pyridine